(S)-N-(8,9-Difluoro-6-oxo-1,4,5,6-tetrahydro-2H-pyrano[3,4-c]isoquinolin-1-yl)-4-(difluoromethyl)-3-fluoro-N-methylbenzamide FC=1C(=CC=2C3=C(NC(C2C1)=O)COC[C@H]3N(C(C3=CC(=C(C=C3)C(F)F)F)=O)C)F